C12CCC(CC1)C(=O)OCC(COC2=O)(CC)CC 2,2-diethyl-1,3-propylene 1,4-cyclohexanedicarboxylate